C1(CCCCC1)OC1=CC=C(C=C1)C1=NC(=C(C(=N1)C)C(=O)O)C 2-(4-(cyclohexyloxy)phenyl)-4,6-dimethylpyrimidine-5-carboxylic acid